5-Bromopyridin-3-yl 3-deoxy-3-[4-(2-thienyl)-1H-1,2,3-triazol-1-yl]-1-thio-alpha-D-galactopyranoside S1C(=CC=C1)C=1N=NN(C1)[C@@H]1[C@H]([C@@H](SC=2C=NC=C(C2)Br)O[C@@H]([C@@H]1O)CO)O